5-((4-methoxybenzyl)oxy)-1-methylindole-2,3-dione COC1=CC=C(COC=2C=C3C(C(N(C3=CC2)C)=O)=O)C=C1